NC1=C(C=C(C=N1)C=1C=NC(=CC1)F)C(=O)N[C@@H]1[C@H](CCC1)OCC1=CC=C(C=C1)C=1C=C2C[C@@H]([C@@H](C2=CC1)N1CCN(CC1)CCO)F 6-amino-6'-fluoro-N-{(1S,2S)-2-[(4-{(1R,2S)-2-fluoro-1-[4-(2-hydroxyethyl)piperazin-1-yl]-2,3-dihydro-1H-inden-5-yl}phenyl)methoxy]cyclopentyl}[3,3'-bipyridine]-5-carboxamide